NC=1C(=NC=CC1)NCCCN(CCCCCCCC(=O)OCCC(CCCCC)CCCCC)CCCCCCCC(=O)OCCC(CCCCC)CCCCC bis(3-Pentyloctyl) 8,8'-((3-((3-aminopyridin-2-yl)amino)propyl)azanediyl)dioctanoate